(3S)-5-(dimethylamino)-3-[[3-(5-methyl-1,2,4-oxadiazol-3-yl)benzoyl]amino]pentanoic acid tert-butyl ester C(C)(C)(C)OC(C[C@H](CCN(C)C)NC(C1=CC(=CC=C1)C1=NOC(=N1)C)=O)=O